[I-].C1(=CC=CC=C1)C1=N[N+](=CN1C1=CC=CC=C1)C1=C(C=CC=C1)C 3,4-Diphenyl-1-o-tolyl-4H-[1,2,4]-triazolium Iodide